[2H]CC(=O)O mono-deuteroacetic acid